benzyl (S)-(1-(3,5-bis(trifluoromethyl)phenyl)-3-((tertbutyldimethylsilyl)oxy)-1-oxopropan-2-yl)carbamate FC(C=1C=C(C=C(C1)C(F)(F)F)C([C@H](CO[Si](C)(C)C(C)(C)C)NC(OCC1=CC=CC=C1)=O)=O)(F)F